N-((3S,5S)-1-((3S,4R)-1-(tert-butyl)-4-(4-chlorophenyl)pyrrolidine-3-carbonyl)-5-(morpholine-4-carbonyl)pyrrolidin-3-yl)-3,3-dimethyl-N-((1s,4R)-4-methylcyclohexyl)butanamide C(C)(C)(C)N1C[C@H]([C@@H](C1)C1=CC=C(C=C1)Cl)C(=O)N1C[C@H](C[C@H]1C(=O)N1CCOCC1)N(C(CC(C)(C)C)=O)C1CCC(CC1)C